3-(5-(((3R,4R)-4-fluoropyrrolidin-3-yl)oxy)-1-oxo-isoindolin-2-yl)piperidine-2,6-dione F[C@H]1[C@@H](CNC1)OC=1C=C2CN(C(C2=CC1)=O)C1C(NC(CC1)=O)=O